FC1=CC2=C(NN=N2)C=C1 5-fluoro-1H-benzotriazole